FC=1C=C2[C@@H]([C@H]([C@@H](N(C2=CC1)C(C)=O)C)C)NC1=NC=CC(=C1)OC 1-((2S,3R,4R)-6-fluoro-4-((4-methoxypyridin-2-yl)amino)-2,3-dimethyl-3,4-dihydroquinolin-1(2H)-yl)ethanone